(S)-tert-butyl 6-(8-(benzo[d]thiazol-2-ylcarbamoyl)-3,4-dihydroisoquinolin-2(1H)-yl)-3-(3-(3-(1-(2-methoxy-2-oxoethyl)pyrrolidin-3-yl)propoxy)-2-methylphenyl)picolinate S1C(=NC2=C1C=CC=C2)NC(=O)C=2C=CC=C1CCN(CC21)C2=CC=C(C(=N2)C(=O)OC(C)(C)C)C2=C(C(=CC=C2)OCCC[C@@H]2CN(CC2)CC(=O)OC)C